N-(3-(2-fluorophenyl)-5-(trifluoromethyl)pyrazolo[1,5-a]pyridin-2-yl)-3-hydroxy-3-methylbutanamide FC1=C(C=CC=C1)C=1C(=NN2C1C=C(C=C2)C(F)(F)F)NC(CC(C)(C)O)=O